morphinan hydrochloride Cl.C1=CC=CC=2[C@@]34CCCC[C@H]3[C@@H](CC12)NCC4